O[C@@H]1[C@H](O[C@H](C1)N1C(NC(C(=C1)C)=O)=O)/C=C/P(OCC)(OCC)=O diethyl ((E)-2-((2R,3S,5R)-3-hydroxy-5-(5-methyl-2,4-dioxo-3,4-dihydropyrimidin-1(2H)-yl)tetrahydrofuran-2-yl)vinyl)phosphonate